(4RS)-2-bromo-4-methyl-6,7-dihydropyrazolo[1,5-a]pyrazine-5(4H)-carboxylate BrC1=NN2C([C@H](N(CC2)C(=O)[O-])C)=C1 |r|